cis-acetonitrile C(C)#N